(S)-3-(cyclohexylmethyl)-1-(3,4-dichlorophenyl)piperazine C1(CCCCC1)C[C@H]1CN(CCN1)C1=CC(=C(C=C1)Cl)Cl